N-(2-aminoethyl)-1,4-piperazinediethylamine NCCNCCN1CCN(CC1)CCN